N-(4-(tert-Butyl)-2-(ethyldimethylsilyl)-5-hydroxyphenyl)-4-oxo-1,4-dihydroquinoline-3-carboxamide C(C)(C)(C)C1=CC(=C(C=C1O)NC(=O)C1=CNC2=CC=CC=C2C1=O)[Si](C)(C)CC